5-((4-methoxybenzyl)thio)-2-methylpyrimidine COC1=CC=C(CSC=2C=NC(=NC2)C)C=C1